(S)-1-((3aR,5S,6aR)-2,2-Dimethyltetrahydrofuro[2,3-d][1,3]dioxol-5-yl)ethyl 4-nitrobenzoate [N+](=O)([O-])C1=CC=C(C(=O)O[C@@H](C)[C@@H]2C[C@@H]3[C@@H](OC(O3)(C)C)O2)C=C1